ethyl-bis-(1-octyl)phosphine C(C)P(CCCCCCCC)CCCCCCCC